2-(aminomethyl)-2-(2-fluoro-5-(9-isopropyl-9H-purin-6-yl)phenyl)pent-4-enoic acid methyl ester COC(C(CC=C)(C1=C(C=CC(=C1)C1=C2N=CN(C2=NC=N1)C(C)C)F)CN)=O